(E)-5-methyl-4-(2-chlorophenyl)-2-[1-(2-pentyl)-2-(2-carboxybenzylidene)hydrazino]thiazole Potassium (1-(tert-butoxycarbonyl)piperidin-4-yl)trifluoroborate C(C)(C)(C)OC(=O)N1CCC(CC1)[B-](F)(F)F.[K+].CC1=C(N=C(S1)N(/N=C/C1=C(C=CC=C1)C(=O)O)C(C)CCC)C1=C(C=CC=C1)Cl